C(C)(C)(C)C1=CC=C(C=C1)/[S@](=N\C(CCC)=O)/C1=C(C(=CC=C1)C)C1=C(C=CC=C1C)I N-((S,E)-(4-(tert-butyl)phenyl)((R)-2'-iodo-6,6'-dimethyl-[1,1'-biphenyl]-2-yl)-λ4-sulfaneylidene)butyramide